N-[(1S)-1-[[1-[1-(1-cyclobutyltetrazol-5-yl)-3,3-difluoro-propyl]pyrazol-4-yl]carbamoyl]-2,2-dicyclopropyl-ethyl]-4-methyl-1,2,5-oxadiazole-3-carboxamide C1(CCC1)N1N=NN=C1C(CC(F)F)N1N=CC(=C1)NC(=O)[C@H](C(C1CC1)C1CC1)NC(=O)C1=NON=C1C